4-[(2,3-dihydrothieno[3,4-b]-[1,4]dioxin-2-yl)methoxy]-1-butanesulfonic acid potassium salt [K+].O1C=2C(OCC1COCCCCS(=O)(=O)[O-])=CSC2